rac-(R)-1-(5-((2,6-dioxopiperidin-3-yl)amino)pyridin-2-yl)piperidine-4-carbaldehyde O=C1NC(CC[C@H]1NC=1C=CC(=NC1)N1CCC(CC1)C=O)=O |r|